3-(5-amino-2-chlorophenyl)cyclobutanol NC=1C=CC(=C(C1)C1CC(C1)O)Cl